tert-Butyl 3-((2-methoxyethyl)(methyl)amino)azetidine-1-carboxylate COCCN(C1CN(C1)C(=O)OC(C)(C)C)C